tert-butyl 2-({4-[(morpholin-4-yl)methyl]phenyl}amino)-5H,6H,7H,8H-pyrido[3,4-d]pyrimidine-7-carboxylate N1(CCOCC1)CC1=CC=C(C=C1)NC=1N=CC2=C(N1)CN(CC2)C(=O)OC(C)(C)C